3-(hydroxymethyl)-1-(4-((2-oxopyridin-1(2H)yl)methyl)benzyl)-1H-pyrazole-4-carboxylic acid ethyl ester C(C)OC(=O)C=1C(=NN(C1)CC1=CC=C(C=C1)CN1C(C=CC=C1)=O)CO